1-(2-oxatricyclo[3.3.1.13,7]dec-1-ylmethyl)-4-chloro-5-methyl-1H-pyrazole C12(OC3CC(CC(C1)C3)C2)CN2N=CC(=C2C)Cl